4-(5-(3-ethyl-4-hydroxyphenyl)-8-oxo-6-thioxo-5,7-diazaspiro[3.4]oct-7-yl)-2-(trifluoromethyl)benzonitrile C(C)C=1C=C(C=CC1O)N1C2(CCC2)C(N(C1=S)C1=CC(=C(C#N)C=C1)C(F)(F)F)=O